FC(C(C(=O)OC)=O)(F)F methyl 3,3,3-trifluoro-2-oxopropionate